CC1=NC2=CC=C(C=C2C=C1)CN(C(OC(C)(C)C)=O)C1CCN(CC1)C1COC1 tert-butyl ((2-methylquinolin-6-yl)methyl)(1-(oxetan-3-yl)piperidin-4-yl)carbamate